COC1=CC=CC=2N(C(=NC21)C2=CC=C(C=C2)C)CCCC2=CC=CC=C2 methoxy-1-(3-phenylpropyl)-2-(p-tolyl)-1H-benzo[d]Imidazole